CC1=CC=C(C=C1)S(=O)(=O)NC(CCS(=O)(=O)C1=CC=CC=C1)CCCCC(C)=O 4-Methyl-N-(8-oxo-1-(phenylsulfonyl)nonan-3-yl)benzenesulfonamide